N(=O)N1[C@@H](CCCC1)C(=O)O (S)-1-nitrosopiperidine-2-carboxylic acid